FC=1C(=C(C=CC1)[C@@H]1C2=C(NC(=C1C(=O)OC)C)COC2=O)CC=O methyl (S)-4-(3-fluoro-2-(2-oxoethyl) phenyl)-2-methyl-5-oxo-1,4,5,7-tetrahydrofurano[3,4-b]pyridine-3-carboxylate